ClC=CC Chloro-1-propene